[2-chloro-4-[[3-(3-fluoro-4-methoxyphenyl)imidazo[1,2-a]pyrazin-8-yl]amino]phenyl]-[4-[2-(dimethylamino)ethyl]piperazin-1-yl]methanone ClC1=C(C=CC(=C1)NC=1C=2N(C=CN1)C(=CN2)C2=CC(=C(C=C2)OC)F)C(=O)N2CCN(CC2)CCN(C)C